5-(1-((1-fluorocyclopentyl)methyl)-1H-pyrazol-4-yl)-6-(2-methyl-[1,2,4]triazolo[1,5-a]pyridin-7-yl)picolinonitrile FC1(CCCC1)CN1N=CC(=C1)C=1C=CC(=NC1C1=CC=2N(C=C1)N=C(N2)C)C#N